3-chloro-6-(2,6-difluorophenyl)-N-(3-methyl-1-(methylsulfonyl)piperidin-4-yl)imidazo[1,2-b]pyridazin-8-amine ClC1=CN=C2N1N=C(C=C2NC2C(CN(CC2)S(=O)(=O)C)C)C2=C(C=CC=C2F)F